N-(4-ethynylphenyl)-2,2,2-trifluoroacetamide C(#C)C1=CC=C(C=C1)NC(C(F)(F)F)=O